ethyl 3-(((3-aminopyridin-2-yl) amino) methyl)-1-benzyl-pyrrolidine-3-carboxylate NC=1C(=NC=CC1)NCC1(CN(CC1)CC1=CC=CC=C1)C(=O)OCC